FC1(CCC(CC1)C1=CC=CC=2OC(OC(C21)=O)(C)C)F 5-(4,4-difluorocyclohexyl)-2,2-dimethyl-4H-benzo[d][1,3]dioxin-4-one